(S)-benzyl 6-(3-((tert-butoxycarbonyl)amino)pyrrolidin-1-yl)-2-(2,2,2-trifluoroacetyl)-1,2,3,4-tetrahydroisoquinoline-8-carboxylate C(C)(C)(C)OC(=O)N[C@@H]1CN(CC1)C=1C=C2CCN(CC2=C(C1)C(=O)OCC1=CC=CC=C1)C(C(F)(F)F)=O